4-amino-N-((1-methylcyclopropyl)methyl)-N-((5-(trifluoromethyl)-2-pyridinyl)methyl)-1,3-dihydrofuro[3,4-c]quinoline-8-carboxamide NC1=NC=2C=CC(=CC2C2=C1COC2)C(=O)N(CC2=NC=C(C=C2)C(F)(F)F)CC2(CC2)C